ClC=1C=C(C=CC1Cl)C(CCC(C)C)=O 1-(3,4-dichlorophenyl)-4-methylpentan-1-one